6-chloro-2-(1-methylpiperidin-4-yl)-N-(2-(morpholinesulfonyl)ethyl)pyrido[3,4-d]pyrimidin-4-amine ClC1=CC2=C(N=C(N=C2NCCS(=O)(=O)N2CCOCC2)C2CCN(CC2)C)C=N1